tert-butyl-dimethylsilyl-chlorosilane [Si](C)(C)(C(C)(C)C)[SiH2]Cl